N-[(1S)-1-Cyclopropyl-2-hydroxyethyl]-2-(1-methyl-1H-pyrazol-4-yl)-6-[4-(trifluoromethoxy)phenyl]pyrimidin C1(CC1)[C@@H](CO)N1C(N=CC=C1C1=CC=C(C=C1)OC(F)(F)F)C=1C=NN(C1)C